5-cyclopropyl-1-(pyridin-3-yl)-1H-pyrazol-4-amine hydrochloride Cl.C1(CC1)C1=C(C=NN1C=1C=NC=CC1)N